COC1=CC=C(C(C2=CC=C(C=C2)OC)(C2=CC=CC=C2)C(C(CO)=C)O)C=C1 4,4'-dimethoxytrityl-2-methylene-1,3-propanediol